N-(4-chlorophenyl)-N-methyl-4-(methylamino)benzamide ClC1=CC=C(C=C1)N(C(C1=CC=C(C=C1)NC)=O)C